[Si](C)(C)(C(C)(C)C)OCCCCC1=C(C(=NC=C1)C(C)C)N1C(N=C(C2=C1N=C(C(=C2)F)Cl)N2[C@H](CN(CC2)C(=O)O)C)=O (S)-4-(1-(4-(4-((tert-butyldimethylsilyl)oxy)butyl)-2-isopropylpyridine-3-yl)-7-chloro-6-fluoro-2-oxo-1,2-dihydropyrido[2,3-d]Pyrimidin-4-yl)-3-methylpiperazine-1-carboxylic acid